N-[5-[4-[[[3-(2-isopropylphenyl)-4-oxo-thiazolidin-2-ylidene]hydrazono]methyl]phenyl]-2-methyl-1,2,4-triazol-3-yl]-N-[4-(trifluoromethoxy)phenyl]acetamide C(C)(C)C1=C(C=CC=C1)N1C(SCC1=O)=NN=CC1=CC=C(C=C1)C=1N=C(N(N1)C)N(C(C)=O)C1=CC=C(C=C1)OC(F)(F)F